1-(6-((4-((2',4'-difluoro-4-methoxy-[1,1'-biphenyl]-3-yl)amino)-7-methoxyquinazoline-6-yl)oxy)-2-azaspiro[3.3]heptan-2-yl)prop-2-en-1-one FC1=C(C=CC(=C1)F)C1=CC(=C(C=C1)OC)NC1=NC=NC2=CC(=C(C=C12)OC1CC2(CN(C2)C(C=C)=O)C1)OC